1-(2-(4-fluorophenyl)propan-2-yl)piperazine FC1=CC=C(C=C1)C(C)(C)N1CCNCC1